NC(CN(C(SCC)=O)N1C(C2=CC=CC=C2C1=O)=O)=O S-ethyl (2-amino-2-oxoethyl)(1,3-dioxoisoindolin-2-yl)carbamothioate